tert-butyl (3S)-3-[[(1S)-1-[[(3R)-5,5-dimethyl-2-oxo-pyrrolidin-3-yl]methyl]-2-methoxy-2-oxo-ethyl]carbamoyl]-2-azaspiro[4.5]decane-2-carboxylate CC1(C[C@H](C(N1)=O)C[C@@H](C(=O)OC)NC(=O)[C@H]1N(CC2(C1)CCCCC2)C(=O)OC(C)(C)C)C